(2R,4S)-7-fluoro-4-hydroxy-N-(3-{4-[3-(trifluoromethoxy)propoxy]-1H-pyrazol-1-yl}bicyclo[1.1.1]pentan-1-yl)-6-(trifluoromethyl)-3,4-dihydro-2H-1-benzopyran-2-carboxamide FC1=CC2=C([C@H](C[C@@H](O2)C(=O)NC23CC(C2)(C3)N3N=CC(=C3)OCCCOC(F)(F)F)O)C=C1C(F)(F)F